p-toluoyl-acetic acid C1(=CC=C(C=C1)C(=O)CC(=O)O)C